BrC1=C(C=CC=C1)[C@H](CO)O (R)-1-(2-bromophenyl)ethane-1,2-diol